2-[3-bromo-4-[3-(4-piperidyloxy)cyclobutoxy]phenyl]propan-2-ol BrC=1C=C(C=CC1OC1CC(C1)OC1CCNCC1)C(C)(C)O